(1-amino-2-methyl-1-oxopropan-2-yl)-5-((2-fluorophenoxy)methyl)-2-methylbenzofuran-3-carboxamide NC(C(C)(C)C1=C(C=CC2=C1C(=C(O2)C)C(=O)N)COC2=C(C=CC=C2)F)=O